OC1=CC=C(C=C1)CCC(=O)NO 3-(4-hydroxyphenyl)propanehydroxamic acid